FC1=NC(=CC(=C1)OC)F 2,6-difluoro-4-methoxypyridine